N-(2-(1-((2-(2,4-dioxotetrahydropyrimidin-1(2H)-yl)-1-oxoisoindolin-5-yl)methyl)piperidin-4-yl)-5-(2-hydroxypropan-2-yl)benzo[d]oxazol-6-yl)-6-(trifluoromethyl)picolinamide O=C1N(CCC(N1)=O)N1C(C2=CC=C(C=C2C1)CN1CCC(CC1)C=1OC2=C(N1)C=C(C(=C2)NC(C2=NC(=CC=C2)C(F)(F)F)=O)C(C)(C)O)=O